[5-[(4-tert-butoxycarbonyl-4-azaspiro[2.5]oct-7-yl)-methyl-amino]pyrazine-2-carbonyl]oxylithium C(C)(C)(C)OC(=O)N1C2(CC2)CC(CC1)N(C=1N=CC(=NC1)C(=O)O[Li])C